C(C)C1(C(NC(C(C1C(=O)OC1O[C@@H]([C@H]([C@@H]1OCC1=CC=CC=C1)OCC1=CC=CC=C1)COCC1=CC=CC=C1)(C(=O)[O-])CC)C)C)C(=O)[O-] 4-((3S,4R,5R)-3,4-bis(benzyloxy)-5-((benzyloxy) methyl) tetrahydrofuran-2-yl) 3,5-diethyl-2,6-dimethyl-1,4-dihydropyridine-3,4,5-tricarboxylate